CN1CCN(CC1)C[Si](OCC)(OCC)OCC 1-methyl-4-[(triethoxysilyl)methyl]piperazine